C(C1=CC=CC=C1)OC=1C=C2CCNC(C2=CC1OC)/C=C/C=1C(=CC(=C(OCC=2C=C3C=CC=NC3=CC2)C1)OC)C 6-[(5-{(E)-2-[6-(benzyloxy)-7-methoxy-1,2,3,4-tetrahydroisoquinolin-1-yl]ethenyl}-2-methoxy-4-methylphenoxy)methyl]quinoline